1-[(12aR)-10-chloro-9-(2-chloro-6-hydroxyphenyl)-8-fluoro-3,4,12,12a-tetrahydro-6H-pyrazino[2,1-c][1,4]benzooxazepin-2(1H)-yl]prop-2-en-1-one ClC1=C(C(=CC=2CN3[C@@H](COC21)CN(CC3)C(C=C)=O)F)C3=C(C=CC=C3O)Cl